ClC=1C=NC=CC1C1=CC=C(C=C1)[C@H](CO)NC(=O)[C@H]1NC[C@@H](C1)O (2S,4R)-N-((R)-1-(4-(3-chloropyridin-4-yl)phenyl)-2-hydroxyethyl)-4-hydroxypyrrolidine-2-carboxamide